C(C1=CC=CC=C1)OC(=O)NC(=N)C1=CC=C(CNC([C@H](C)NC([C@@H](CCC2=CC=CC=C2)N(C(OCC2=CC=CC=C2)=O)CC2=CC=C(C=C2)N2CCNCC2)=O)=O)C=C1 benzyl ((R)-1-(((S)-1-((4-(N-((benzyloxy)carbonyl)carbamimidoyl)benzyl)amino)-1-oxopropan-2-yl)amino)-1-oxo-4-phenylbutan-2-yl)(4-(piperazin-1-yl)benzyl)carbamate